N-[(2-chloro-quinolin-7-yl)(2H2)methyl]-N-(4,4-difluoro-1,1-dioxo-3,4-dihydro-2H-1λ6-benzothiopyran-8-yl)pyridine-3-carboxamide ClC1=NC2=CC(=CC=C2C=C1)C(N(C(=O)C=1C=NC=CC1)C1=CC=CC=2C(CCS(C21)(=O)=O)(F)F)([2H])[2H]